N1=C(OC(C2=C1C=CC=C2)=O)CCCCCCCCCCC2=NC1=C(C(O2)=O)C=CC=C1 decamethylenebis(3,1-benzoxazin-4-one)